(R)-2-Bromo-N-(3-(2-((tert-butyldimethylsilyl)oxy)ethoxy)-5-(trifluoromethyl)phenyl)-N-(2-oxo-1-(2,2,2-trifluoroethyl)pyrrolidin-3-yl)thiazole-4-carboxamide BrC=1SC=C(N1)C(=O)N([C@H]1C(N(CC1)CC(F)(F)F)=O)C1=CC(=CC(=C1)C(F)(F)F)OCCO[Si](C)(C)C(C)(C)C